4-(But-3-yn-1-ylamino)-2-(2,6-dioxopiperidin-3-yl)isoindoline-1,3-dione C(CC#C)NC1=C2C(N(C(C2=CC=C1)=O)C1C(NC(CC1)=O)=O)=O